3-(1H-imidazol-1-yl)-N-(3-methylpiperidin-4-yl)benzamide N1(C=NC=C1)C=1C=C(C(=O)NC2C(CNCC2)C)C=CC1